4-bromo-3-methylthiophene-2-carboxylic acid BrC=1C(=C(SC1)C(=O)O)C